4-[[(7R)-8-cyclopentyL-7-ethyl-5-methyl-6-oxo-7H-pteridin-2-yl]amino]-3-methoxy-benzoic acid C1(CCCC1)N1[C@@H](C(N(C=2C=NC(=NC12)NC1=C(C=C(C(=O)O)C=C1)OC)C)=O)CC